2-[3-(3,4-difluorophenyl)-1H-pyrazol-4-yl]-7-(1H-pyrazol-4-yl)-1,5-naphthyridine FC=1C=C(C=CC1F)C1=NNC=C1C1=NC2=CC(=CN=C2C=C1)C=1C=NNC1